ClC=1C=C(C=NC1OC1CCN(CC1)C)NC(=O)C=1C=NN(C1C(F)(F)F)C1=CN=CC2=CC=CC=C12 N-(5-chloro-6-((1-methylpiperidin-4-yl)oxy)pyridin-3-yl)-1-(isoquinolin-4-yl)-5-(trifluoromethyl)-1H-pyrazole-4-carboxamide